BrC=1C=C(C=CC1C)C(C)NS(=O)C(C)(C)C N-(1-(3-bromo-4-methylphenyl)ethyl)-2-methylpropane-2-sulfinamide